N-ethylhydroxyethyl-p-phenylenediamine C(C)NC1=CC=C(C=C1)NCCO